BrC=1C=C(C(=C(C1)O)C(C)C)O 5-bromo-2-isopropylbenzene-1,3-diol